4-[2-chloro-4-[6-(cyclobutoxy)-2-pyridinyl]-6-fluoro-phenoxy]butanoic acid ClC1=C(OCCCC(=O)O)C(=CC(=C1)C1=NC(=CC=C1)OC1CCC1)F